4-amino-2-fluoro-3-(prop-1-en-2-yl)-5-(tetrahydro-2H-pyran-4-yl)benzonitrile NC1=C(C(=C(C#N)C=C1C1CCOCC1)F)C(=C)C